FC(S(=O)(=O)OC1=NC(=C(C2=C1C=CS2)C2=C(C=C(C=C2OCCOC)F)F)C2=NN1C(CN[C@@H](C1)C)=C2)(F)F (S)-7-(2,4-difluoro-6-(2-methoxyethoxy)phenyl)-6-((R)-6-methyl-4,5,6,7-tetrahydropyrazolo[1,5-a]pyrazin-2-yl)thieno[3,2-c]pyridin-4-yl trifluoromethanesulfonate